N-(3-chloro-4-methylphenyl)-2-(4-((1-(2-(2,6-dioxopiperidin-3-yl)-1,3-Dioxoisoindoline-5-yl)azetidin-3-yl)ethynyl)-1H-pyrazol-1-yl)-2-methylpropionamide ClC=1C=C(C=CC1C)NC(C(C)(C)N1N=CC(=C1)C#CC1CN(C1)C=1C=C2C(N(C(C2=CC1)=O)C1C(NC(CC1)=O)=O)=O)=O